O=C1NC(CCC1C=1C=CC2=C(N(C(=N2)N2CCN(CC2)C(=O)OC(C)(C)C)C)C1)=O tert-butyl 4-(6-(2,6-dioxopiperidin-3-yl)-1-methyl-1H-benzo[d]imidazol-2-yl)piperazine-1-carboxylate